4-(4-pyrrolidin-1-yl-phenyl)-piperidine-1-carboxylic acid tert-butyl ester C(C)(C)(C)OC(=O)N1CCC(CC1)C1=CC=C(C=C1)N1CCCC1